N-(3-(2-amino-8,9-dihydroimidazo[1',2':1,6]pyrido[2,3-d]pyrimidin-6-yl)-4-methylphenyl)-4-(trifluoromethyl)picolinamide NC=1N=CC2=C(N1)N1C(C(=C2)C=2C=C(C=CC2C)NC(C2=NC=CC(=C2)C(F)(F)F)=O)=NCC1